Methyl 1-(4-formylphenyl)-4-nitro-pyrazole-3-carboxylate C(=O)C1=CC=C(C=C1)N1N=C(C(=C1)[N+](=O)[O-])C(=O)OC